1-(6-((4-(2-cyano-6-(1H-pyrazol-1-yl)pyridin-3-yl)piperidin-1-yl)methyl)-5-fluoropyrimidin-4-yl)-3-ethylurea C(#N)C1=NC(=CC=C1C1CCN(CC1)CC1=C(C(=NC=N1)NC(=O)NCC)F)N1N=CC=C1